N-(1-(naphthalen-2-yl)ethyl)hydroxylamine C1=C(C=CC2=CC=CC=C12)C(C)NO